3-(5-(4-benzhydryl-2,6-dimethylpiperazine-1-carbonyl)-7-fluoro-1-oxoisoindolin-2-yl)piperidine-2,6-dione C(C1=CC=CC=C1)(C1=CC=CC=C1)N1CC(N(C(C1)C)C(=O)C=1C=C2CN(C(C2=C(C1)F)=O)C1C(NC(CC1)=O)=O)C